diaminobenzene sodium [Na].NC1=C(C=CC=C1)N